6-fluoro-N-(2-fluoro-3-methoxy-6-(1H-tetrazol-1-yl)benzyl)pyrimidin-4-amine FC1=CC(=NC=N1)NCC1=C(C(=CC=C1N1N=NN=C1)OC)F